CN1C=2C=NC(=NC2N(CC1=O)C1CCOCC1)NC=1C(=CC=2N(C1)N=CN2)C 5-methyl-2-((7-methyl-[1,2,4]triazolo[1,5-a]pyridin-6-yl)amino)-8-(tetrahydro-2H-Pyran-4-yl)-7,8-dihydropteridin-6(5H)-one